CCCCC[C@@H]1CC[C@@H](CCCCC(=O)N([C@H](C(=O)O1)CC2=CC=C(C=C2)OCCO)C)C The molecule is a macrolide antibiotic that is 4,10-dimethyl-1-oxa-4-azacyclotridecane-2,5-dione substituted by a 4-(2-hydroxyethoxy)benzyl group at position 3 and a pentyl group at position 13 (the 3S,10R,13S stereoisomer). It is isolated from Penicillium sp.PF1163 and exhibits antifungal activity against the pathogenic fungal strain Candida albicans TIMM1768. It has a role as an antifungal agent and a Penicillium metabolite. It is a macrolide antibiotic, a lactam and an aromatic ether.